3-methylbutyl 3-methylbutanoate CC(CC(=O)OCCC(C)C)C